3-(((1r,4r)-4-ethoxycyclohexyl)methyl)-6-fluoro-2-methyl-1H-indole C(C)OC1CCC(CC1)CC1=C(NC2=CC(=CC=C12)F)C